N-[6-(2-chloro-5-fluorophenyl)-8-oxo-3-(1,1,1-trifluoroprop-2-yl)-7,8-dihydro-6H-pyrrolo[4,3-e]indazol-5-yl]-3-fluoro-5-(trifluoromethyl)benzamide ClC1=C(C=C(C=C1)F)C1NC(C=2C=3C=NN(C3C=C(C21)NC(C2=CC(=CC(=C2)C(F)(F)F)F)=O)C(C(F)(F)F)C)=O